1,2,3,5-tetra-o-acetyl-beta-l-ribofuranose CC(=O)OC[C@H]1[C@@H]([C@@H]([C@H](O1)OC(=O)C)OC(=O)C)OC(=O)C